2-acetoxy-2-(3-fluoro-5-(trifluoromethyl)phenyl)acetic acid C(C)(=O)OC(C(=O)O)C1=CC(=CC(=C1)C(F)(F)F)F